FCC1(CC1)NC(=O)C1=C(OC=2N=CN=C(C21)NC2(CC2)C)C N-[1-(fluoromethyl)cyclopropyl]-6-methyl-4-[(1-methylcyclopropyl)amino]furo[2,3-d]pyrimidine-5-carboxamide